C(C1=CC=CC=C1)(C1=CC=CC=C1)N1CC2N(C(C1)C2)C(=O)C=2C=C1C(N(C(C1=CC2)=O)C2C(NC(CC2)=O)=O)=O 5-(3-benzhydryl-3,6-diazabicyclo[3.1.1]heptane-6-carbonyl)-2-(2,6-dioxopiperidin-3-yl)isoindoline-1,3-dione